6-(methylsulfonyl)-N-(2-(piperidin-1-yl)phenyl)pyridine-3-sulfonamide CS(=O)(=O)C1=CC=C(C=N1)S(=O)(=O)NC1=C(C=CC=C1)N1CCCCC1